C=1(C(=CC=CC1)C#N)C1=CC=CC=C1 Biphenyl-2-carbonitrile